C(C)OC(C(C(=C)C)OC(C1=C(C=CC(=C1)OC1=C(C=C(C=C1)C(F)(F)F)Cl)[N+](=O)[O-])=O)=O 5-[2-chloro-4-(trifluoromethyl)phenoxy]-2-nitrobenzoic acid 1-ethoxy-3-methyl-1-oxobut-3-en-2-yl ester